(S)-3-(((tert-butyldimethylsilyl)oxy)methyl)-4-(5,7-dichloro-6-fluoro-1-(2-isopropylphenyl)-2-oxo-1,2-dihydropyrido[2,3-d]pyrimidin-4-yl)piperazine-1-carboxylic acid tert-butyl ester C(C)(C)(C)OC(=O)N1C[C@H](N(CC1)C=1C2=C(N(C(N1)=O)C1=C(C=CC=C1)C(C)C)N=C(C(=C2Cl)F)Cl)CO[Si](C)(C)C(C)(C)C